isopropyl chlorophosphate alaninate N[C@@H](C)C(=O)O.P(=O)(OC(C)C)(O)Cl